FC(OC1=CC=C(N=N1)C1=CC=C(N)C=C1)F 4-(6-(difluoromethoxy)pyridazin-3-yl)aniline